FC(=C(F)F)C1=CC=CC=C1 Trifluorostyrol